C(C(=O)C(F)F)C(=O)C(F)F 1,1,5,5-Tetrafluoroacetylacetone